3-((tert-butoxycarbonyl)amino)-4-(1-(4-((5-chloro-3-fluoropyridin-2-yl)oxy)-2-fluorophenyl)-1H-pyrazol-4-yl)butanoic acid ethyl ester C(C)OC(CC(CC=1C=NN(C1)C1=C(C=C(C=C1)OC1=NC=C(C=C1F)Cl)F)NC(=O)OC(C)(C)C)=O